C(CC=C)C(CO)CO 2-(3-buten-1-yl)-1,3-propanediol